FC=1C=C(C(=O)NCC2CCC(CC2)N2N=C3C=C(C=CC3=C2)C=2N=CC3=C(N2)NC=C3)C=C(C1O)F 3,5-difluoro-4-hydroxy-N-({(1r,4r)-4-[6-(7H-pyrrolo[2,3-d]pyrimidin-2-yl)-2H-indazol-2-yl]cyclohexyl}methyl)benzamide